ClC1=NC(=CC(=N1)N1C(CCCC1)(C)CO)Cl (1-(2,6-Dichloropyrimidin-4-yl)-2-methylpiperidin-2-yl)methanol